O1[C@@H](COCC1)COC1=C2C(=NC(=C1)F)C(=C(N2)C2=CC(=NC=C2)NC(C(CC(F)F)C2=CC=C(C=C2)F)=O)C2=NC=CC=C2 N-(4-{7-[(2S)-1,4-dioxan-2-ylmethoxy]-5-fluoro-3-(pyridin-2-yl)-1H-pyrrolo[3,2-b]pyridin-2-yl}pyridin-2-yl)-4,4-difluoro-2-(4-fluorophenyl)butanamide